3-ethynyl-5-methylisoxazole C(#C)C1=NOC(=C1)C